FC1=C(C(=CC=C1)CO)NC1=NC(=NC=C1C(=O)N)NC1=CC=C(C=C1)S(=O)(=O)C 4-{[2-fluoro-6-(hydroxymethyl)phenyl]amino}-2-{[4-(methylsulfonyl)phenyl]amino}pyrimidine-5-carboxamide